2-[4-[(5-Cyclopropyl-1H-pyrazol-3-yl)amino]pyrimidin-2-yl]-2-azabicyclo[2.2.1]heptane-4-carboxylic acid C1(CC1)C1=CC(=NN1)NC1=NC(=NC=C1)N1C2CCC(C1)(C2)C(=O)O